OC(CCCCCCCCCCCCCC=CC(=O)O)C 17-hydroxyoctadecenic acid